5-(4-ethyl-6-fluoro-1H-indole-2-carbonyl)-N-[1-(hydroxymethyl)cyclopropyl]-N-methyl-4H,5H,6H,7H-pyrazolo[1,5-a]pyrazine-3-carboxamide C(C)C1=C2C=C(NC2=CC(=C1)F)C(=O)N1CC=2N(CC1)N=CC2C(=O)N(C)C2(CC2)CO